[IH2+].CN1COC(=C1C)C N-methyl-4,5-dimethyloxazole iodonium salt